ClC=1C(=NC(=NC1)NC1=NC=C(C=C1)C1=CSC=C1)NC1=CC(=CC=C1)C(F)(F)F 5-chloro-N2-(5-(thiophen-3-yl)pyridin-2-yl)-N4-(3-(trifluoromethyl)phenyl)pyrimidine-2,4-diamine